(R)-2-methyl-N-((E)-((R*)-tetrahydro-2H-pyran-2-yl)methylene)propane-2-sulfinamide CC(C)(C)[S@@](=O)/N=C/[C@@H]1OCCCC1 |o1:8|